COC1(C)C(C(=C(C(=C1F)F)OC)F)F 1,4-dimethoxytetrafluorotoluene